2-[(4-methylpiperidin-4-yl)oxy]pyridine CC1(CCNCC1)OC1=NC=CC=C1